4-[(8-{3-[(ethane-sulfonyl)methyl]azetidin-1-yl}-5-(propan-2-yl)isoquinolin-3-yl)amino]pyrimidin C(C)S(=O)(=O)CC1CN(C1)C=1C=CC(=C2C=C(N=CC12)NC1=NC=NC=C1)C(C)C